ClC=1C(NN=CC1N1C[C@@H](CC1)OC=1C=NC=C(C1)C=1C(=NN(C1C)C)C)=O (R)-4-chloro-5-(3-((5-(1,3,5-trimethyl-1H-pyrazol-4-yl)pyridin-3-yl)oxy)pyrrolidin-1-yl)pyridazin-3(2H)-one